rac-tert-butyl 1-(4-aminopyrimidin-2-yl)-3,3-difluoropiperidin-4-ylcarbamate NC1=NC(=NC=C1)N1CC([C@@H](CC1)NC(OC(C)(C)C)=O)(F)F |r|